CC[C@H](CCC)O (R)-Hexan-3-ol